4-[(2S)-4-(cyclopropylcarbamoyl)-1-[(5-methoxy-7-methyl-1H-indol-4-yl)methyl]piperazin-2-yl]benzoic acid C1(CC1)NC(=O)N1C[C@@H](N(CC1)CC1=C2C=CNC2=C(C=C1OC)C)C1=CC=C(C(=O)O)C=C1